CC1=C(C(=CC(=C1)C)C)S(=O)(=O)N=[N+]=[N-] 2,4,6-trimethylbenzenesulfonyl azide